C(C1=CC=CC=C1)NC1=NC=2N(C=C1)N=C(C2C#N)C2=CC=C(C=C2)F 5-(benzylamino)-2-(4-fluorophenyl)pyrazolo[1,5-a]pyrimidine-3-carbonitrile